ClC=1C=C(C=CC1Cl)[C@H]1CC[C@@H](C2=CC=CC=C12)N(C([C@H](C)NC(OC(C)(C)C)=O)=O)C tert-butyl ((S)-1-(((1S,4R)-4-(3,4-dichlorophenyl)-1,2,3,4-tetrahydronaphthalen-1-yl)(methyl)amino)-1-oxopropan-2-yl)carbamate